[13CH2]([13CH2][13CH2]CCC)S(=O)(=O)O [1,2,3-13C3]hexanesulfonic acid